2-(4-((1-(5-(2,6-dioxopiperidin-3-yl)pyridin-2-yl)piperidin-4-yl)methyl)piperazin-1-yl)-N-methylpropanamide O=C1NC(CCC1C=1C=CC(=NC1)N1CCC(CC1)CN1CCN(CC1)C(C(=O)NC)C)=O